tert-butyl 4-[(1r,3r)-3-[(3R)-4-[(3R)-2-[6-(benzyloxy)-2-oxo-1H-pyridin-3-yl]-3-methyl-1-oxo-3H-isoindol-5-yl]-3-methylpiperazin-1-yl]cyclobutoxy]piperidine-1-carboxylate C(C1=CC=CC=C1)OC1=CC=C(C(N1)=O)N1C(C2=CC=C(C=C2[C@H]1C)N1[C@@H](CN(CC1)C1CC(C1)OC1CCN(CC1)C(=O)OC(C)(C)C)C)=O